I.CN1CCCCC1 methyl-piperidine hydroiodic acid salt